3-(4,4-dimethylcyclohex-1-en-1-yl)-5-(1-hydroxyethyl)-2,7-dimethylisoquinolin-1-one CC1(CC=C(CC1)C=1N(C(C2=CC(=CC(=C2C1)C(C)O)C)=O)C)C